C(N)(=O)C12CC(C1)(C2)C2=CC=C(OCC1(CN(CC1)C(C1=CC=C(C=C1)OC)=O)C(=O)O)C=C2 3-(4-{3-carbamoylbicyclo[1.1.1]pentan-1-yl}phenoxymethyl)-1-(4-methoxybenzoyl)pyrrolidine-3-carboxylic acid